4-((2-mercapto-6,7-dihydro-5H-cyclopenta[d]pyrimidin-4-yl)amino)benzonitrile SC=1N=C(C2=C(N1)CCC2)NC2=CC=C(C#N)C=C2